C(C)(C)NC(O[C@H]1C[C@H](CC1)C1=CC(=NN1)NC(CC=1C=NN(C1)CCCCCCCC1=CC2=C(N(C(N2C)=O)C2C(NC(CC2)=O)=O)C=C1)=O)=O (1R,3S)-3-(3-(2-(1-(7-(1-(2,6-dioxopiperidin-3-yl)-3-methyl-2-oxo-2,3-dihydro-1H-benzo[d]imidazol-5-yl)heptyl)-1H-pyrazol-4-yl)acetamido)-1H-pyrazol-5-yl)cyclopentyl isopropylcarbamate